3-(5-chloro-2-((S)-3,3-difluoro-2-methylazetidin-1-yl)-6-(triFluoromethyl)pyrimidin-4-yl)-5-((S)-pyrrolidin-3-yl)-1,2,4-oxadiazole ClC=1C(=NC(=NC1C(F)(F)F)N1[C@H](C(C1)(F)F)C)C1=NOC(=N1)[C@@H]1CNCC1